(tert-butoxycarbonyl)-1-methyl-D-tryptophan benzyl ester C(C1=CC=CC=C1)OC([C@H](NC(=O)OC(C)(C)C)CC1=CN(C2=CC=CC=C12)C)=O